BrC=1C(=C(CS(=O)(=O)C2=CC(=C(C=C2)SC2=NC(=C(C(=N2)NC2=NNC(=C2)C)OC)N2CCCCC2)F)C=CC1)F 2-((4-((3-bromo-2-fluorobenzyl)sulfonyl)-2-fluorophenyl)thio)-5-methoxy-N-(5-methyl-1H-pyrazol-3-yl)-6-(piperidin-1-yl)pyrimidin-4-amine